2-(4-methylpiperazino)formyloxy-6-trifluoromethylnicotinic acid CN1CCN(CC1)C(=O)OC1=C(C(=O)O)C=CC(=N1)C(F)(F)F